(R)-3-(2-methyl-2-(4-phenyl-1H-pyrazol-1-yl)propanamido)-2-oxo-4-phenyl-N-(pyridin-2-ylmethyl)butanamide CC(C(=O)N[C@@H](C(C(=O)NCC1=NC=CC=C1)=O)CC1=CC=CC=C1)(C)N1N=CC(=C1)C1=CC=CC=C1